Lauryl-Dimethyl-(Ethyl-Benzyl)Ammonium Chloride [Cl-].C(CCCCCCCCCCC)[N+](C(C1=CC=CC=C1)CC)(C)C